C(#N)C1=C(N=C2N1CCOC1=C2C=CC(=C1)N[C@H](C(=O)N)C)N1C(OC[C@H]1C(F)(F)F)=C=O (S)-2-((3-cyano-2-((S)-2-carbonyl-4-(trifluoromethyl)oxazolidin-3-yl)-5,6-dihydrobenzo[f]imidazo[1,2-d][1,4]oxazepin-9-yl)amino)propionamide